FC1=C(C(=CC=C1)F)C1=C(C=CC=C1)[C@H]1[C@@H](C1)C(=O)N1CCOC[C@H](C1)NS(=O)(=O)CC N-{(6S)-4-[(1R,2R)-2-(2',6'-difluoro[1,1'-biphenyl]-2-yl)cyclopropane-1-carbonyl]-1,4-oxazepan-6-yl}ethanesulfonamide